C(C)OC(=O)C=1N=C2N(C=CC=C2OC2=C(C=CC(=C2)F)OC)C1[N+](=O)[O-] 8-(5-fluoro-2-methoxyphenoxy)-3-nitroimidazo[1,2-a]pyridine-2-carboxylic acid ethyl ester